C(C)(C)(C)C=1C=C(CCC(=S)OCCCCCCCCCCCCC)C=C(C1O)C(C)(C)C tridecyl 3,5-di-t-butyl-4-hydroxybenzylthioacetate